ClC=1C(=C(C=CC1)NC=1C(=NN2C1C(NCC2)=O)C2=C1C(=NC=C2)NC(N1)=O)OC [(3-chloro-2-methoxyphenyl)amino]-2-[2-oxo-1H,3H-imidazo[4,5-b]pyridin-7-yl]-5H,6H,7H-pyrazolo[1,5-a]pyrazin-4-one